COC=1C=C2C(COCC2=CC1OC)=O 6,7-dimethoxyisochroman-4-one